5-methyl-4-(tetrahydro-2H-pyran-4-yl)pyrimidine-2-carboxylic acid CC=1C(=NC(=NC1)C(=O)O)C1CCOCC1